BrC/C=C/C(=O)NC1=C(C=C(C=C1F)C(=O)C1=CC=C2C(=CC=CN12)C1=C(C=C2C=CN(C(C2=C1)=O)C)C(F)(F)F)F (E)-4-bromo-N-(2,6-difluoro-4-(8-(2-methyl-1-oxo-6-(trifluoromethyl)-1,2-dihydroisoquinolin-7-yl)indolizine-3-carbonyl)phenyl)but-2-enamide